6,7-dihydro-5H-pyrrolo[3,4-b]pyridine N1=C2C(=CC=C1)CNC2